N-(4-methoxyphenyl)-1-[4-(trifluoromethyl)phenyl]Methylamine COC1=CC=C(C=C1)NCC1=CC=C(C=C1)C(F)(F)F